CC1(OB(OC1(C)C)C1=CC=C(C=C1)C=1C=NN(C1)CC(F)(F)F)C 4-[4-(4,4,5,5-tetramethyl-1,3,2-dioxaborolan-2-yl)phenyl]-1-(2,2,2-trifluoroethyl)pyrazole